CC1C(N(C2CC1C2)C(=O)C2=NC(=CC=C2N2N=CC=N2)C)CNC=2SC1=C(N2)C=CC=C1 cis-N-({4-Methyl-2-[6-methyl-3-(2H-1,2,3-triazol-2-yl)pyridin-2-carbonyl]-2-azabicyclo[3.1.1]heptan-3-yl}methyl)-1,3-benzothiazol-2-amin